FC=1C=C(C(=O)N[C@@H]2CC[C@H](CC2)O)C=CC1C1=NC=CC2=C1C=CN2 3-fluoro-N-(trans-4-hydroxycyclohexyl)-4-(1H-pyrrolo[3,2-c]pyridin-4-yl)benzamide